[Si](C)(C)(C(C)(C)C)OCCS(=O)(=O)CC(CCC[C@](C(=O)OCC1=CC=CC=C1)(C)C1=CC(=CC=C1)CC(C(=O)OC)(C)C)(C)C benzyl (R)-7-((2-((tert-butyldimethylsilyl)oxy)ethyl)sulfonyl)-2-(3-(3-methoxy-2,2-dimethyl-3-oxopropyl)phenyl)-2,6,6-trimethylheptanoate